1-benzyl-N-(2,6-dimethylphenyl)-1H-pyrrolo[2,3-b]pyridin-6-amine C(C1=CC=CC=C1)N1C=CC=2C1=NC(=CC2)NC2=C(C=CC=C2C)C